C1(=CC=C(C=C1)C1=CC(=NN1C1=CC=C(C=C1)S(=O)[O-])C(F)(F)F)C.[K+] potassium 4-(5-(p-tolyl)-3-(trifluoromethyl)-1H-pyrazol-1-yl)benzenesulfinate